Cl.C12CN(CC(CC1)N2)C2=C1C(=NC=C2)N(CC1)C(=O)NC=1C=C(C=2N(C1)C=C(N2)C)F 4-(3,8-diazabicyclo[3.2.1]octan-3-yl)-N-(8-fluoro-2-methylimidazo[1,2-a]pyridin-6-yl)-2,3-dihydro-1H-pyrrolo[2,3-b]pyridine-1-carboxamide hydrochloride